4-(3,4-dichlorobenzyl)-1-((5-(4-(trifluoromethyl)phenyl)-4H-1,2,4-triazol-3-yl)methyl)piperidine ClC=1C=C(CC2CCN(CC2)CC2=NN=C(N2)C2=CC=C(C=C2)C(F)(F)F)C=CC1Cl